pentaisobutyl-pentaallylcyclopentasiloxane C(C(C)C)[Si]1(O[Si](O[Si](O[Si](O[Si](O1)(CC=C)CC(C)C)(CC=C)CC(C)C)(CC=C)CC(C)C)(CC=C)CC(C)C)CC=C